tert-butyl (4-(3,3-dimethylureido)benzyl)carbamate CN(C(NC1=CC=C(CNC(OC(C)(C)C)=O)C=C1)=O)C